(S)-2-(1-aminoethyl)-5-chloro-3-(3-(hydroxymethyl)cyclobutyl)quinazolin-4(3H)-one trifluoroacetate FC(C(=O)O)(F)F.N[C@@H](C)C1=NC2=CC=CC(=C2C(N1C1CC(C1)CO)=O)Cl